FC=1C=NC(=NC1)[C@@]12CCC(C[C@H]2C1)=O (1R,6S)-6-(5-fluoropyrimidin-2-yl)bicyclo[4.1.0]heptan-3-one